BrC=1C=C(C=CC1C)C=1NC(=NN1)C1=C(C=NC=C1)C(F)(F)F 4-(5-(3-bromo-4-methylphenyl)-4H-1,2,4-triazol-3-yl)-3-(trifluoromethyl)pyridine